N-cyclohexyl-N'-[2-(4-morpholinyl)ethyl]-thiourea C1(CCCCC1)NC(=S)NCCN1CCOCC1